N-isopropyl-2-[2-methoxy-4-[5-[4-(1H-pyrazol-4-yl)anilino]-1,3,4-oxadiazol-2-yl]phenoxy]acetamide C(C)(C)NC(COC1=C(C=C(C=C1)C=1OC(=NN1)NC1=CC=C(C=C1)C=1C=NNC1)OC)=O